(S)-2-methyl-4-(2-(1-phenyl-1H-pyrazol-4-yl)thiazole-4-carbonyl)piperazine-1-carboxylic acid tert-butyl ester C(C)(C)(C)OC(=O)N1[C@H](CN(CC1)C(=O)C=1N=C(SC1)C=1C=NN(C1)C1=CC=CC=C1)C